[1-(phenylsulfonyl)-4-bromo-2-iodo-indol-5-yl]-N-tert-butoxycarbonyl-carbamic acid tert-butyl ester C(C)(C)(C)OC(N(C(=O)OC(C)(C)C)C=1C(=C2C=C(N(C2=CC1)S(=O)(=O)C1=CC=CC=C1)I)Br)=O